C(C1=CC=CC=C1)OC(=O)N1CCC2=C(C=CC=C12)CC1CCN(CC1)C1C(CN(CC1)C(=O)OC(C)(C)C)(F)F tert-butyl 4-({1-[(benzyloxy)carbonyl]-2,3-dihydroindol-4-yl}methyl)-3',3'-difluoro-[1,4'-bipiperidine]-1'-carboxylate